OC[C@H]1N(CC1)C1=CC=C(N=N1)C1=C(C=C(C=C1C)C)O 2-[6-[(2S)-2-(hydroxymethyl)azetidin-1-yl]pyridazin-3-yl]-3,5-dimethyl-phenol